ClC=1C=C(CCNC2=NC=CC=N2)C=C(C1)Cl N-(3,5-dichlorophenethyl)pyrimidin-2-amine